COC=1C=C(C=2N(C1)C=C(N2)[C@@H](C)NC2=CC(=NC=N2)NC(=O)[C@@H]2[C@H](C2)C2=NC=CC(=N2)C)N2C(N(C(C2)=O)C)=O (1S,2S)-N-(6-(((R)-1-(6-methoxy-8-(3-methyl-2,4-dioxoimidazolidin-1-yl)imidazo[1,2-a]pyridin-2-yl)ethyl)amino)pyrimidin-4-yl)-2-(4-methyl-pyrimidin-2-yl)cyclopropane-1-carboxamide